CC1(CC1)C=1N=C(C2=C(N1)OC=C2)N (1-Methylcyclopropyl)furo[2,3-d]Pyrimidin-4-Amine